C(#N)C[C@@H]1N(CCN(C1)C=1C2=C(N=C(N1)OC[C@H]1N(C[C@@H](C1)OC)C)CN(CC2)C2=CC=CC1=CC=CC=C21)C(=O)OCC2=CC=CC=C2 benzyl (2S)-2-(cyanomethyl)-4-[2-[[(2S,4R)-4-methoxy-1-methyl-pyrrolidin-2-yl]methoxy]-7-(1-naphthyl)-6,8-dihydro-5H-pyrido[3,4-d]pyrimidin-4-yl]piperazine-1-carboxylate